3-((3-(3-((difluoromethyl)thio)-8-(((3R,4S)-4-fluoro-1-methylpyrrolidin-3-yl)amino)imidazo[1,2-a]pyridin-2-yl)prop-2-yn-1-yl)amino)-4-methoxy-N-methylbenzamide FC(SC1=C(N=C2N1C=CC=C2N[C@@H]2CN(C[C@@H]2F)C)C#CCNC=2C=C(C(=O)NC)C=CC2OC)F